ClC=1C=CC=2N=CN=C(C2N1)NC1=CC(=C(OC2=CC3=C(N(C=N3)C(=O)OC(C)(C)C)C=C2)C=C1)C tert-butyl 5-[4-({6-chloropyrido[3,2-d]pyrimidin-4-yl}amino)-2-methylphenoxy]-1,3-benzodiazole-1-carboxylate